FC1=CC=C(CN2C(=NC=3C2=NC=CC3)CCC(=O)NCC3=CC=C(C=C3)OC)C=C1 3-[3-(4-Fluoro-benzyl)-3H-imidazo[4,5-b]pyridin-2-yl]-N-(4-methoxy-benzyl)-propionamide